N[C@@H](CC(=O)N1CC=2N(CC1)C(=NC2C(=O)OCCCCCN2CCOCC2)C(F)(F)F)CC2=C(C=C(C(=C2)F)F)F 5-morpholinopentyl (R)-7-(3-amino-4-(2,4,5-trifluorophenyl)butanoyl)-3-(trifluoromethyl)-5,6,7,8-tetrahydroimidazo[1,5-a]pyrazine-1-carboxylate